N-[(6-Methylpyridazin-3-yl)methyl]-3-(5-methyl-1,3-thiazol-2-yl)-5-(tetrahydro-2H-pyran-4-yloxy)benzamide CC1=CC=C(N=N1)CNC(C1=CC(=CC(=C1)OC1CCOCC1)C=1SC(=CN1)C)=O